[Si](C1=CC=CC=C1)(C1=CC=CC=C1)(C(C)(C)C)OC1C(COC1)C(C)=O 1-[4-[tert-butyl(diphenyl)silyl]oxytetrahydrofuran-3-yl]ethanone